4-(3-thienyl)-1H-pyrrole-2-carboxylic acid S1C=C(C=C1)C=1C=C(NC1)C(=O)O